1-(pyridin-4-yl)piperazine N1=CC=C(C=C1)N1CCNCC1